C(C)(C)(C)C1=NC(=CC=C1)C(C)(C)C 2,6-ditertbutylpyridine